OCCCC#CC1=C2CN(C(C2=CC=C1)=O)C1C(NC(CC1)=O)=O 3-(4-(5-hydroxypent-1-yn-1-yl)-1-oxoisoindolin-2-yl)piperidine-2,6-dione